ClC1=NC(=CC(=C1)C(=O)NC(C)C1=NC=CN=C1C1=NC=CC=N1)C(F)(F)F 2-chloro-N-[1-(3-pyrimidin-2-ylpyrazin-2-yl)ethyl]-6-(trifluoromethyl)pyridine-4-carboxamide